C(C)OC(CCC=1C=C(C=CC1)C1(CCN(CC1)CC(F)(F)F)C(=O)O)=O 4-(3-(3-ethoxy-3-oxopropyl)phenyl)-1-(2,2,2-trifluoroethyl)piperidine-4-carboxylic acid